5-(3,6-Diazabicyclo[3.1.1]heptan-3-yl)-2-methyl-N-(1-(7-(2-methyloxazol-5-yl)quinolin-5-yl)cyclopropyl)benzamide C12CN(CC(N1)C2)C=2C=CC(=C(C(=O)NC1(CC1)C1=C3C=CC=NC3=CC(=C1)C1=CN=C(O1)C)C2)C